3-azido-N-(2-cyanophenyl)-2-methyl-2-(p-tolylselenyl)propionamide N(=[N+]=[N-])CC(C(=O)NC1=C(C=CC=C1)C#N)([Se]C1=CC=C(C=C1)C)C